(E)-butyl-5-methyl-pyridine-2,3-diamine C(CCC)C1=C(C(=NC=C1C)N)N